BrC1=CC=C(S1)C1=C(C(=C(C=2C1=NN(N2)CC(CCCCCCCC)CCCCCC)C2=CC=C(S2)/C=C(/C(=O)OCC(CCCC)CC)\C#N)F)F 2-ethylhexyl (E)-3-(5-(7-(5-bromothiophen-2-yl)-5,6-difluoro-2-(2-hexyldecyl)-2H-benzo[d][1,2,3]triazol-4-yl) thiophen-2-yl)-2-cyanoacrylate